ClC=1C=C(C(=NC1)C(=O)OCC)C(C)(F)F ethyl 5-chloro-3-(1,1-difluoroethyl)picolinate